tert-butyl (S)-4-(2-(4-(2-acetyl-5-chlorophenyl)-3-hydroxy-6-oxopyridazin-1(6H)-yl)-3-phenylpropanamido)benzoate C(C)(=O)C1=C(C=C(C=C1)Cl)C=1C(=NN(C(C1)=O)[C@H](C(=O)NC1=CC=C(C(=O)OC(C)(C)C)C=C1)CC1=CC=CC=C1)O